C(C=C)(=O)OC(CCCCCCCC)(C(=O)O)C(=O)O acryloxynonane-1,1-dicarboxylic acid